Thian-Decan SCCCCCCCCC